4-methyl-1-oxa-4,9-diazaspiro[5.5]undecan CN1CCOC2(C1)CCNCC2